tert-Butyl 3,9-dioxo-1-phenyl-2,7,13-trioxa-4,10-diazahexadecan-16-oate O=C(OCC1=CC=CC=C1)NCCOCC(NCCOCCC(=O)OC(C)(C)C)=O